(2S,4S*)-N-((R)-1-(4-(N-acetoxycarbamimidoyl)thiophen-2-yl)ethyl)-1-((4-(4-fluorophenoxy)benzoyl)glycyl)-4-(methoxymethyl)pyrrolidine-2-carboxamide C(C)(=O)ONC(=N)C=1C=C(SC1)[C@@H](C)NC(=O)[C@H]1N(C[C@H](C1)COC)C(CNC(C1=CC=C(C=C1)OC1=CC=C(C=C1)F)=O)=O |o1:20|